tert-butyl (3R,4R)-4-(((7-((tert-butoxycarbonyl)(4-(oxazol-2-yl)benzyl)amino)-3-cyclopropylpyrazolo[1,5-a]pyrimidin-5-yl)amino)methyl)-3-hydroxypiperidine-1-carboxylate C(C)(C)(C)OC(=O)N(C1=CC(=NC=2N1N=CC2C2CC2)NC[C@@H]2[C@H](CN(CC2)C(=O)OC(C)(C)C)O)CC2=CC=C(C=C2)C=2OC=CN2